ClC1=CC(=C(C=C1OC)N1N=NC(=C1)C)F 1-(4-chloro-2-fluoro-5-methoxyphenyl)-4-methyl-1H-1,2,3-triazole